FC=1C=C(CNC(OC(C)(C)C)=O)C=C(C1)C1=NN(C=C1)C1=CC=C(C=C1)F tert-Butyl (3-fluoro-5-(1-(4-fluorophenyl)-1H-pyrazol-3-yl)benzyl)carbamate